C1(CC1)C[C@@H](C(=O)O)NC(C[C@H]1N(C(CC1)=S)CC1=C(C(=CC=C1)F)F)=O (S)-3-Cyclopropyl-2-(2-((S)-1-(2,3-difluorobenzyl)-5-thioxopyrrolidin-2-yl)acetamido)propanoic acid